C1[C@H]2[C@@H]([C@@H](S1)CCCCC(=O)NCCOCCOCCOCCOCCOCCOCCC(=O)NCCCO[C@@H]3[C@@H]([C@H]([C@H]([C@H](O3)CO)O[C@@H]4[C@@H]([C@H]([C@H]([C@H](O4)CO)O)O)N)O)N)NC(=O)N2 The molecule is a disaccharide derivative in which alpha-D-galactosaminyl-(1->4)-alpha-D-galactosamine is linked glycosidically to biotin via a (21-oxo-3,6,9,12,15,18-hexaoxa-22-azapentacosan-1-yl)amino spacer. One of a set of synthesised biotinylated oligo-alpha-(1->4)-D-galactosamines comprising from two to six monosaccharide units, along with their N-acetylated derivatives (PMID:31913631), aimed at analysing the specificity of the antibody responses to a complex exopolysaccharide galactosaminogalactan found in Aspergillus fumigatus, the most important airborne human fungal pathogen in industrialized countries. It is a disaccharide derivative and a member of biotins.